1-((ethylimino)methylene)-N3,N3-dimethylpropane-1,3-diamine hydrochloride Cl.C(C)N=C=C(CCN(C)C)N